S(=O)(=O)(OCCCCCCCCCCCCCCCCCCCCCC)[O-].[K+] potassium behenyl sulfate